(R)-3-(3-chloro-4-fluorophenyl)-1-ethyl-1-((1-oxo-1,2-dihydroisoquinolin-4-yl)(phenyl)methyl)urea ClC=1C=C(C=CC1F)NC(N([C@H](C1=CC=CC=C1)C1=CNC(C2=CC=CC=C12)=O)CC)=O